C(C)C12C(CCCC1)[O+]2[O-] epoxyethylcyclohexane oxide